4-(3-((2-((4-(4-ethylpiperazin-1-yl)-2-isopropylphenyl)amino)-5-(trifluoromethyl)pyrimidin-4-yl)amino)propyl)-1,4-oxazepan-5-one C(C)N1CCN(CC1)C1=CC(=C(C=C1)NC1=NC=C(C(=N1)NCCCN1CCOCCC1=O)C(F)(F)F)C(C)C